F[C@@](C(=O)N)([C@@H](O)C1=CC=C(C=C1)F)C (2R,3S)-2-fluoro-3-(4-fluorophenyl)-3-hydroxy-2-methylpropanamide